(S)-2-(2-hydroxymethyl-1-pyrrolidinyl)-4-(3-chloro-4-methoxy-benzylamino)-5-[N-(1,3,5-trimethyl-4-pyrazolyl)carbamoyl]-pyrimidine OC[C@H]1N(CCC1)C1=NC=C(C(=N1)NCC1=CC(=C(C=C1)OC)Cl)C(NC=1C(=NN(C1C)C)C)=O